C(C)(C)(C)OC(=O)N1CCC(CC1)CC(=O)O [1-(tert-butoxycarbonyl)piperidin-4-yl]acetic acid